OC=1C=CC=2N(C1)N=CC2C=2CCN(CC2)C(=O)OC(C)(C)C tert-butyl 4-(6-hydroxypyrazolo[1,5-a]pyridin-3-yl)-3,6-dihydropyridine-1(2H)-carboxylate